C(C)(C)N1N=C(C(=C1C)O)C 1-Isopropyl-3,5-dimethyl-pyrazol-4-ol